sec-butyl (R)-2-bromo-2-fluoroacetate Br[C@H](C(=O)OC(C)CC)F